BrC=1C(N(C(N(C1)CC(N1CCC(CC1)N1C(NC2=C(CC1)C=CC=C2)=O)=O)=O)C)=O 5-bromo-3-methyl-1-{2-oxo-2-[4-(2-oxo-1,2,4,5-tetrahydro-benzo[d][1,3]diazepin-3-yl)-piperidin-1-yl]-ethyl}-1H-pyrimidine-2,4-dione